C(C)(=O)OOC(C)(C)C tertbutyl peroxyacetate